FC1(C(CN(CCC1)C1=C(C(=O)NC2=CC(=NC=C2)S(N)(=O)=O)C=C(C=N1)C(F)(F)F)C)F 2-(4,4-Difluoro-3-methylazepan-1-yl)-N-(2-sulfamoylpyridin-4-yl)-5-(trifluoromethyl)nicotinamide